chloro(pentamethyl-cyclopentadiene) ruthenium (II) [Ru+2].ClC1(C(=C(C(=C1C)C)C)C)C